1-(7Z,10Z,13Z,16Z-docosatetraenoyl)-2-(11Z-docosenoyl)-glycero-3-phospho-(1'-sn-glycerol) CCCCCCCCCC/C=C\CCCCCCCCCC(=O)O[C@H](COC(=O)CCCCC/C=C\C/C=C\C/C=C\C/C=C\CCCCC)COP(=O)(O)OC[C@H](CO)O